2-chloro-5-(3-chloro-1,2,4-thiadiazol-5-yl)aniline ClC1=C(N)C=C(C=C1)C1=NC(=NS1)Cl